BrC=1C=C(SC1C)C(C)O 1-(4-bromo-5-methylthiophene-2-yl)ethan-1-ol